N1N=CN=C1[C@@H]1CN(CC1)C(=O)N1CC2(C1)CC(C2)NS(=O)(=O)C2=CC=C(C=C2)C(F)(F)F N-[2-[(3S)-3-(1H-1,2,4-Triazol-5-yl)pyrrolidine-1-carbonyl]-2-azaspiro[3.3]heptan-6-yl]-4-(trifluoromethyl)benzenesulfonamide